(chroman-6-yl)-N-(2-(4-methylpiperazin-1-yl)pyridin-4-yl)-7H-pyrrolo[2,3-d]pyrimidin-2-amine O1CCCC2=CC(=CC=C12)C=1C2=C(N=C(N1)NC1=CC(=NC=C1)N1CCN(CC1)C)NC=C2